BrC1=CC(=C(N)C=C1)I 4-bromo-2-iodo-aniline